4-cinnamoyloxy-2,2,6,6-tetramethylpiperidine C(C=CC1=CC=CC=C1)(=O)OC1CC(NC(C1)(C)C)(C)C